O=C1NC(CCC1N1C(C2=CC=C(C=C2C1)C(C(=O)NC=1C=C2C=CC=NC2=CC1)=C)=O)=O 2-(2-(2,6-dioxopiperidin-3-yl)-1-oxoisoindolin-5-yl)-N-(quinolin-6-yl)propenamide